ClC=1C=C(C=NC1N1N=CC=N1)NC(=O)C=1C=NN(C1C(F)(F)F)C1=C(C(=C(C=C1)F)F)C N-(5-chloro-6-(2H-1,2,3-triazol-2-yl)pyridin-3-yl)-1-(3,4-difluoro-2-methylphenyl)-5-(trifluoromethyl)-1H-pyrazole-4-carboxamide